ClC1=CC=C(C(=N1)C(=O)O)N[C@H](C)C1=C2N=C(C(=NC2=CC(=C1)C)C#N)N1CCS(CC1)(=O)=O (R)-6-chloro-3-((1-(2-cyano-3-(1,1-dioxidothiomorpholino)-7-methylquinoxalin-5-yl)ethyl)amino)picolinic acid